(S)-7-(8-methylnaphthalen-1-yl)-2-((1-methylpyrrolidin-2-yl)methoxy)-5,6,7,8-tetrahydropyrido[3,4-d]pyrimidin-4-ol CC=1C=CC=C2C=CC=C(C12)N1CC=2N=C(N=C(C2CC1)O)OC[C@H]1N(CCC1)C